O(C)C(C(=O)O)=C.CC1=NC=CC(=C1B1OC(C(O1)(C)C)(C)C)C 2,4-dimethyl-3-(4,4,5,5-tetramethyl-1,3,2-dioxaborolan-2-yl)pyridine monomethoxyl-acrylate